ClC1=NC(=C(C(=N1)Cl)OCCNC(OC(C)(C)C)=O)NCCC1=C(NC2=CC=CC=C12)Cl tert-butyl N-[2-[2,4-dichloro-6-[2-(2-chloro-1H-indol-3-yl)ethylamino]pyrimidin-5-yl]oxyethyl]carbamate